methyl 4-amino-1-(4-(2-hydroxypropan-2-yl)phenyl)-2-oxo-7-(trifluoromethyl)-1,2-dihydroquinoline-3-carboxylate NC1=C(C(N(C2=CC(=CC=C12)C(F)(F)F)C1=CC=C(C=C1)C(C)(C)O)=O)C(=O)OC